N-phenylpiperazineamide C1(=CC=CC=C1)NC(=O)N1CCNCC1